Ethyl 2-((5-bromo-2,3-dihydro-1H-indene-2-yl)amino)pyrimidine-5-carboxylate BrC=1C=C2CC(CC2=CC1)NC1=NC=C(C=N1)C(=O)OCC